ethoxydimethyl-{[(oxiran-2-yl)methoxy]methyl}silane diethyl-(1,1-difluoro-2-((2R,3R,4S,5S,6S)-3,4,5-tris(benzyloxy)methoxytetrahydro-2H-pyran-2-yl)ethyl)phosphonate C(C)OP(OCC)(=O)C(C[C@H]1OC[C@@H]([C@@H]([C@@H]1OCOCC1=CC=CC=C1)OCOCC1=CC=CC=C1)OCOCC1=CC=CC=C1)(F)F.C(C)O[Si](COCC1OC1)(C)C